F[C@@H]1C[C@@]2(CCCN2C1)COC1=NC2=C(C(=CC=C2C(=N1)N1C[C@@H](OCC1)C)C1=CC(=CC2=CC=C(C(=C12)C#C)F)O)F 4-(2-{[(2r,7as)-2-fluoro-hexahydro-1H-pyrrolizin-7a-yl]methoxy}-8-fluoro-4-[(2S)-2-methylmorpholin-4-yl]quinazolin-7-yl)-5-ethynyl-6-fluoronaphthalen-2-ol